2-CYCLOHEXYL-CYCLOHEXANOL C1(CCCCC1)C1C(CCCC1)O